CCCCCC(N)N hexanediamine